3-(4-Acetyl-3-amino-2,6-dimethoxyphenyl)propylmethacrylat C(C)(=O)C1=C(C(=C(C(=C1)OC)CCCOC(C(=C)C)=O)OC)N